N-(5-ethoxy-4-((6-((1r,3r)-3-methoxycyclobutoxy)-2-methylpyrimidin-4-yl)amino)pyridin-2-yl)acetamide C(C)OC=1C(=CC(=NC1)NC(C)=O)NC1=NC(=NC(=C1)OC1CC(C1)OC)C